[O-]S(=O)(=O)C(F)(F)F.[Ir+3].[O-]S(=O)(=O)C(F)(F)F.[O-]S(=O)(=O)C(F)(F)F Iridium(III) triflate